racemic-3-hydroxybutanoic acid O[C@@H](CC(=O)O)C |r|